CC1(NC(CC(C1)C(C(C(C(C(=O)[O-])C1CC(NC(C1)(C)C)(C)C)(C(=O)[O-])CCCCCCCCCCCCC)(C(=O)[O-])CCCCCCCCCCCCC)C(=O)[O-])(C)C)C bis(2,2,6,6-tetramethyl-4-piperidyl)bis(tridecyl)-1,2,3,4-butanetetracarboxylate